ClC1=C(C=CC=C1)C1=CC(=CC(N1C)=O)N1CCOCC1 6-(2-chlorophenyl)-1-methyl-4-morpholino-pyridin-2-one